3-(5-(((S)-1-((2-((1R,3R)-3-(Methoxymethyl)cyclopentyl)quinolin-6-yl)methyl)pyrrolidin-3-yl)oxy)-1-oxoisoindolin-2-yl)piperidine-2,6-dione COC[C@H]1C[C@@H](CC1)C1=NC2=CC=C(C=C2C=C1)CN1C[C@H](CC1)OC=1C=C2CN(C(C2=CC1)=O)C1C(NC(CC1)=O)=O